C(C)C=1C(=NC=CC1)OC=1C=CC(=C(C=O)C1)C1CN(CC1)C1=NC=C(C=C1)F 5-(3-ethylpyridin-2-yloxy)-2-(1-(5-fluoropyridin-yl)pyrrolidin-3-yl)benzaldehyde